2-methyl-7-(4-(1-methyl-1H-pyrazol-4-yl)benzyl)furo[3,2-b]pyridine-5-carboxylic acid CC1=CC2=NC(=CC(=C2O1)CC1=CC=C(C=C1)C=1C=NN(C1)C)C(=O)O